C=1N=CN2C1C(=CC=C2)C(=O)N2C[C@H]([C@@H](CC2)C2=CC=CC=C2)NC(CC2=CC=NN2)=O N-((3S,4S)-1-(imidazo[1,5-a]pyridine-8-carbonyl)-4-phenylpiperidin-3-yl)-2-(1H-pyrazol-5-yl)acetamide